Methyl 2-((benzo[b]thiophen-4-ylthio) methyl)-3,4-difluorobenzoate S1C2=C(C=C1)C(=CC=C2)SCC2=C(C(=O)OC)C=CC(=C2F)F